O1CCC2=C1C=CC=C2 2,3-dihydrobenzo-furan